1-(but-3-yn-1-yl)-3,7-dimethyldihydro-1H-purine-2,6-dione C(CC#C)N1C(N(C2NCN(C2C1=O)C)C)=O